2-[(2,6-Dimethylpyridin-4-yl)methyl]-8-methyl-N-[(2S)-tetrahydrofuran-2-ylmethyl]-4,5-dihydro-2H-furo[2,3-g]indazol-7-carboxamid CC1=NC(=CC(=C1)CN1N=C2C3=C(CCC2=C1)OC(=C3C)C(=O)NC[C@H]3OCCC3)C